ClC1=CC(=C(C(=C1C1=C(C=CC=C1OC)F)F)N(C)C)C(=O)N1CCN(CC1)C(C=C)=O 1-(4-(6-Chloro-3-(dimethylamino)-2,2'-difluoro-6'-methoxy-[1,1'-biphenyl]-4-carbonyl)piperazin-1-yl)prop-2-en-1-one